O=C1NC(CCC1N1C(C2=CC=CC(=C2C1)SCCCCCCCN1CCN(CC1)C1CCN(CC1)C1=CC=C2CN(C(C2=C1)=O)C(C(=O)NC=1SC=CN1)C1=C(C=CC(=C1)F)O)=O)=O 2-(6-(4-(4-(7-((2-(2,6-dioxopiperidin-3-yl)-1-oxoisoindolin-4-yl)thio)heptyl)piperazin-1-yl)piperidin-1-yl)-1-oxoisoindolin-2-yl)-2-(5-fluoro-2-hydroxyphenyl)-N-(thiazol-2-yl)acetamide